ClC=1C(=NC(=C(C(=O)OC)C1)NC1=C(C=C(C=C1)F)C)C#N methyl 5-chloro-6-cyano-2-((4-fluoro-2-methylphenyl)amino)-nicotinate